FC(C1=CC=C(C=C1)C=1N=NN(C1COC1=CC=C(N=N1)N1CC(NCC1)=O)C)F 4-(6-((4-(4-(Difluoromethyl)phenyl)-1-methyl-1H-1,2,3-triazol-5-yl)methoxy)pyridazine-3-yl)piperazin-2-one